N(C(=N)N)CC(=O)NC1=CC=C(C=C1)S(=O)(=O)NC1=CN=CS1 5-[[4-[(2-Guanidinoacetyl)amino]phenyl]sulfonylamino]thiazol